tert-butyl 4-bromo-6-(hydroxymethyl)isoindoline-2-carboxylate BrC1=C2CN(CC2=CC(=C1)CO)C(=O)OC(C)(C)C